CC1=C(SC2=C1C=CC(=C2)O)N(CC2=CC=C(C=C2)C(F)(F)F)C(C)=O Methyl-2-[acetyl(4-trifluoromethylbenzyl)amino]-6-hydroxy-1-benzothiophene